2-butyl-2-ethyl-1,3-propanediol dimethacrylate C(C(=C)C)(=O)OCC(COC(C(=C)C)=O)(CC)CCCC